CC=1OCCC1C(=O)O 2-methyl-4,5-dihydrofuran-3-carboxylic acid